Ethyl 3-oxo-4-phenylbutyrate O=C(CC(=O)OCC)CC1=CC=CC=C1